(2S,3R,4R,5S)-2-(hydroxymethyl)-1-(spiro[3.5]non-7-ylmethyl)piperidine-3,4,5-triol OC[C@@H]1N(C[C@@H]([C@H]([C@@H]1O)O)O)CC1CCC2(CCC2)CC1